C1(CCCCC1)C=1C=CC(=NC1)CN(C(=O)[C@@H]1N(CC1)S(=O)(=O)C1=C(C(=C(C(=C1F)F)F)F)F)C=1C=CC2=C(N(N=N2)COCC[Si](C)(C)C)C1 (R)-N-((5-cyclohexylpyridin-2-yl)methyl)-1-((perfluorophenyl)sulfonyl)-N-(1-((2-(trimethylsilyl)ethoxy)methyl)-1H-benzo[d][1,2,3]triazol-6-yl)azetidine-2-carboxamide